3,4-dimethyloxyaniline COC=1C=C(N)C=CC1OC